C1(=C(C=CC=C1)C1=NC(=NC(=N1)C1=CC(=CC=C1)C1=NC(=NC(=N1)C1=CC=C(C=C1)C12CC3CC(CC(C1)C3)C2)C2=CC=CC=C2)C2=CC=CC=C2)C2=CC=CC=C2 2-([1,1'-biphenyl]-2-yl)-4-(3-(4-(4-(adamantan-1-yl)phenyl)-6-phenyl-1,3,5-triazin-2-yl)phenyl)-6-phenyl-1,3,5-triazine